N1N=CC2=C(C=CC=C12)C=1N=C(C2=C(N1)C(=CS2)C2=CC=C(C=C2)S(=O)(=O)C)N2[C@@H](COCC2)C (R)-4-(2-(1H-indazol-4-yl)-7-(4-(methylsulfonyl)phenyl)thieno[3,2-d]pyrimidin-4-yl)-3-methylmorpholine